BrC=1C(=NC=NC1C(F)F)N 5-bromo-6-(difluoromethyl)pyrimidin-4-amine